5-[[1-[4-[(2,6-dioxo-3-piperidinyl)amino]-2-fluoro-phenyl]-4-piperidinyl]methyl]-3,4-dihydro-1H-isoquinoline-2-carboxylic acid tert-butyl ester C(C)(C)(C)OC(=O)N1CC2=CC=CC(=C2CC1)CC1CCN(CC1)C1=C(C=C(C=C1)NC1C(NC(CC1)=O)=O)F